diethyl [[3,5-bis(1,1-dimethylethyl)-4-hydroxyphenyl] methyl] phosphoate P(=O)(OCC)(OCC)OCC1=CC(=C(C(=C1)C(C)(C)C)O)C(C)(C)C